(2-(3-fluoro-5-(trifluoromethyl)benzyl)pyridin-4-yl)-5-(hydroxymethyl)-3-methyl-1H-pyrazole-4-carboxylic acid FC=1C=C(CC2=NC=CC(=C2)N2N=C(C(=C2CO)C(=O)O)C)C=C(C1)C(F)(F)F